C1(CC1)C1=CC=C2C3(CC=4C(=NOC4C2=C1)NS(=O)(=O)C1=C(C=CC=C1)OC)CC3 N-(8'-cyclopropyl-4'H-spiro[cyclopropane-1,5'-naphtho[2,1-d]isoxazol]-3'-yl)-2-methoxybenzenesulfonamide